O=C1CC[C@@H](N1)C(=O)O (2R)-5-oxopyrrolidine-2-carboxylic acid